C(C)(=O)OC1=C2C(=CNC2=CC=C1)CCN(C([2H])([2H])[2H])C([2H])([2H])[2H] 3-(2-(bis(methyl-d3)amino)ethyl)-1H-indol-4-yl acetate